3-(cyclopropylmethoxy)-4-methoxy-N-(3-(morpholine-4-carbonyl)phenyl)benzamide C1(CC1)COC=1C=C(C(=O)NC2=CC(=CC=C2)C(=O)N2CCOCC2)C=CC1OC